C([C@@H]1[C@H]([C@@H]([C@H]([C@H](O1)OP(=O)([O-])[O-])[NH3+])O)O)O The molecule is conjugate base of alpha-D-glucosamine 1-phosphate. It has a role as a Saccharomyces cerevisiae metabolite. It is a conjugate base of an alpha-D-glucosamine 1-phosphate.